N1(CCC[C@@]12COCC2)C2=NC1=CC=C(C=C1C=C2)C=O (R)-2-(7-oxa-1-azaspiro[4.4]non-1-yl)quinoline-6-carbaldehyde